methyl 5-(4-((2-chloropyrrolo[2,1-f][1,2,4]triazin-4-yl) amino)-1H-imidazol-1-yl)-2,3-dimethoxybenzoate ClC1=NN2C(C(=N1)NC=1N=CN(C1)C=1C=C(C(=C(C(=O)OC)C1)OC)OC)=CC=C2